guaiazulene CC1C=CC(C(C)C)=CC2=C(C)C=CC=12